FCCCNCCOC1=C(C(=CC=C1)[C@H]1N([C@@H](CC2=C1NC1=CC=CC=C21)C)CC(F)(F)F)F 3-fluoro-N-(2-(2-fluoro-3-((1R,3R)-3-methyl-2-(2,2,2-trifluoroethyl)-2,3,4,9-tetrahydro-1H-pyrido[3,4-b]indol-1-yl)phenoxy)ethyl)propan-1-amine